FC1(CCN(CC1)C1=CN=CC(=N1)C(=O)N/N=C/C1=CC(=CC(=C1)OC)OC)F (E)-6-(4,4-difluoropiperidin-1-yl)-N'-(3,5-dimethoxybenzylidene)pyrazine-2-carbohydrazide